ClC=1C=CC(=C(C(=O)OC)C1)NC1=C(C=C(C=C1)C)OC methyl 5-chloro-2-((2-methoxy-4-methylphenyl)-amino)benzoate